FC1=CC(=CC2=C1N=C(O2)C)C=2N=C1N(C(C2)=O)C=C(S1)N1CCNCC1 7-(4-fluoro-2-methyl-1,3-benzoxazol-6-yl)-2-piperazin-1-yl-thiazolo[3,2-a]pyrimidin-5-one